1,3-di-chloro-5H-1,3,5-triazine-2,4,6-trione sodium salt [Na].ClN1C(N(C(NC1=O)=O)Cl)=O